N1N=CC2=CC(=CC=C12)NC=1C2=C(N=CN1)CCN(C2)C N-(1H-indazol-5-yl)-6-methyl-5,6,7,8-tetrahydropyrido[4,3-d]Pyrimidin-4-amine